BrC1=C(C=NN1C([2H])([2H])[2H])F 5-bromo-4-fluoro-1-(trideuteriomethyl)pyrazole